N1C[C@H](CCC1)N1CCC=CC1 (S)-N-(piperidin-3-yl)-2,6-dihydropyridine